C1(CCC1)CN(C(=O)OCC=1C(=NOC1C1=CC=C(C=N1)O[C@@H]1C[C@H](CCC1)C(=O)O)C)C (1S,3S)-3-((6-(4-((((cyclobutylmethyl)(methyl)carbamoyl)oxy)methyl)-3-methylisoxazol-5-yl)pyridin-3-yl)oxy)cyclohexane-1-carboxylic acid